C(CCCCCCC)N(CCO)CCCCCCCC N,N-dioctylethanolamine